ethyl-magnesium bromide C(C)[Mg]Br